O[C@H]1[C@H](O[C@@]2([C@H](CCO2)C2CCC=3C(=CC=CC23)C(=O)N)[C@@H]([C@H]1N1N=NC(=C1)C1=CC(=C(C(=C1)F)F)F)O)CO ((4r,5s,7r,8r,9s,10r)-8,10-dihydroxy-7-(hydroxymethyl)-9-(4-(3,4,5-trifluorophenyl)-1H-1,2,3-triazol-1-yl)-1,6-dioxaspiro[4.5]dec-4-yl)-2,3-dihydro-1H-indene-4-carboxamide